1-(11Z-eicosenoyl)-2-eicosanoyl-glycero-3-phospho-(1'-sn-glycerol) CCCCCCCCCCCCCCCCCCCC(=O)O[C@H](COC(=O)CCCCCCCCC/C=C\CCCCCCCC)COP(=O)(O)OC[C@H](CO)O